2,2'-o-phenylene-bis(4-phenyl-2-oxazoline) C1(=C(C=CC=C1)C=1OCC(N1)C1=CC=CC=C1)C=1OCC(N1)C1=CC=CC=C1